[C@H]1([C@H](CCCC1)C(=O)[O-])C(=O)[O-].[Li+].[Li+] lithium (1S,2S)-cyclohexane-1,2-dicarboxylate